C(C=1C(=CC=CC1)OC)(=O)O ortho-anisic acid